ClC=1C=C(C=CC1)C1=CNC=2N=CN=C(C21)NCCC2=CC(=C(C=C2)OC)OC 5-(3-chlorophenyl)-N-(3,4-dimethoxyphenethyl)-7H-pyrrolo[2,3-d]pyrimidin-4-amine